N1C=C(C2=CC=CC=C12)CCC1N(CCC2=CC(=C(C=C12)OC)OC)C=O 1-(2-(1H-indol-3-yl)ethyl)-6,7-dimethoxy-3,4-dihydroisoquinoline-2(1H)-formaldehyde